ClC=1C=C(C=C(C1OCCCl)Cl)C(C)(C)C1=CC=C(OCC2=NN(C=C2N)C2OCCCC2)C=C1 3-[[4-[1-[3,5-dichloro-4-(2-chloroethoxy)phenyl]-1-methyl-ethyl]phenoxy]methyl]-1-tetrahydropyran-2-yl-pyrazol-4-amine